CC1=NC(=NO1)C1=CC=C2C=CN=C(C2=C1)NCCN N1-[7-(5-methyl-1,2,4-oxadiazol-3-yl)isoquinolin-1-yl]ethane-1,2-diamine